FC(C(=O)O)(F)F.C(C)C=1C(=CC(=C(C1)C=1NC(=NN1)C(=O)NC(C(F)(F)F)C)O)O 5-(5-ethyl-2,4-dihydroxyphenyl)-N-(1,1,1-trifluoropropan-2-yl)-4H-1,2,4-triazole-3-carboxamide 2,2,2-trifluoroacetate